C(C1=CC=CC=C1)C=1NC(=NN1)C(=O)NC=1C=NC=C(C1)C1=C(C=CC(=C1)OCC)C 5-benzyl-N-(5-(5-ethoxy-2-methylphenyl)pyridin-3-yl)-4H-1,2,4-triazole-3-carboxamide